4'-hydroxy-3',5'-dimethoxyacetophenone OC1=C(C=C(C=C1OC)C(C)=O)OC